S(=O)(C1=C(C=CC2=CC=CC=C12)O)C1=C(C=CC2=CC=CC=C12)O 1,1'-sulfinylbis(naphthalene-2-ol)